5-benzyl-10-oxa-10,11-dihydro-5H-dibenzo[B,f]azepine C(C1=CC=CC=C1)N1C2=C(COC3=C1C=CC=C3)C=CC=C2